B([O-])(O)O.C(CC(=O)O)(=O)O.C(CC(=O)O)(=O)O.[Na+] sodium bis(malonate) borate